1,8-diazabicyclo(5.4.0)-7-undecenium ((2S,6R)-6-(4-benzamido-2-oxopyrimidin-1(2H)-yl)-4-tritylmorpholine-2-yl)methylphosphonate C(C1=CC=CC=C1)(=O)NC1=NC(N(C=C1)[C@@H]1O[C@@H](CN(C1)C(C1=CC=CC=C1)(C1=CC=CC=C1)C1=CC=CC=C1)CP([O-])([O-])=O)=O.[NH+]12CCCCCC2=NCCC1.[NH+]12CCCCCC2=NCCC1